diacetyl-methyl-phenyl-silane C(C)(=O)[Si](C1=CC=CC=C1)(C)C(C)=O